{2-[2-(4-fluorophenyl)-1,3-thiazol-4-yl]propan-2-yl} carbamate C(N)(OC(C)(C)C=1N=C(SC1)C1=CC=C(C=C1)F)=O